(R)-1-(2-(methylsulfonyl)ethyl)-3,4'-bipiperidine dihydrochloride Cl.Cl.CS(=O)(=O)CCN1C[C@H](CCC1)C1CCNCC1